C1CCC(C=2CNC=3C=CC4=C(C3C12)C=CC=C4)=O 2,3,5,6-tetrahydrobenzo[a]phenanthridin-4(1H)-one